1-((2-fluoropyridin-4-yl)methyl)-4-methyl-1H-pyrrole FC1=NC=CC(=C1)CN1C=CC(=C1)C